rac-(R)-2-thia-1,3,7-triazaspiro[4.5]decane 2,2-dioxide N1S(NC[C@@]12CNCCC2)(=O)=O |r|